3-(4-(2,5-dichloropyrimidin-4-yl)-1H-pyrazol-1-yl)pyridin-2(1H)-one ClC1=NC=C(C(=N1)C=1C=NN(C1)C=1C(NC=CC1)=O)Cl